[2-allyl-4-[1-(3-allyl-4-trimethylsilyloxy-phenyl)-1-methyl-ethyl]phenoxy]-trimethylsilane C(C=C)C1=C(O[Si](C)(C)C)C=CC(=C1)C(C)(C)C1=CC(=C(C=C1)O[Si](C)(C)C)CC=C